C(CCC)(=O)OCC(NCCC1=CC(=C(C=C1)OC)OC)=O (3,4-dimethoxy-phenethylcarbamoyl)-methyl butyrate